BrC1=C(C=C(O[C@H](C(=O)O)C)C=C1[2H])[2H] (S)-2-[p-bromo(3,5-2H2)phenoxy]propionic acid